1-butan-ol C(CCC)O